N-(4-((4-(4-(quinoline-8-sulfonamido)benzoyl)piperazin-1-yl)methyl)phenyl)acetamide N1=CC=CC2=CC=CC(=C12)S(=O)(=O)NC1=CC=C(C(=O)N2CCN(CC2)CC2=CC=C(C=C2)NC(C)=O)C=C1